N-(3-bromo-5-fluoro-3-methyl-2-oxo-dihydro-indol-7-yl)-N-ethyl-carbamic acid tert-butyl ester C(C)(C)(C)OC(N(CC)C=1C=C(CC2C(C(NC12)=O)(C)Br)F)=O